FC(C(=O)O)(F)F.ClC1=C(C=C(C=C1)C(C1NCCC1)C1=CC=CC=C1)C=1C(=CC=C(C1F)OCCOC)C(=O)N 2'-Chloro-6-fluoro-5-(2-methoxyethoxy)-5'-(phenyl(pyrrolidin-2-yl)methyl)-[1,1'-biphenyl]-2-carboxamide trifluoroacetate